FC(C(=O)O)(F)F.[N+](=O)([O-])C=1N(C=CN1)CCCN 3-(2-nitro-1H-imidazol-1-yl)propan-1-amine trifluoroacetate